(Dibenzofuranylphenyl)(carbazolylbiphenylyl)amine C1(=CC=CC=2OC3=C(C21)C=CC=C3)C3=C(C=CC=C3)NC3=C(C=CC=C3C3=CC=CC=2C1=CC=CC=C1NC32)C3=CC=CC=C3